2-(2-hydroxyethyl)-8-(naphthalen-1-ylmethyl)-6-oxo-9-(3-(trifluoromethyl)phenyl)-3,4-dihydro-2H,6H-pyrido[1,2-e][1,2,5]thiadiazine-4-carboxylic acid 1,1-dioxide OCCN1S(C=2N(C(C1)C(=O)O)C(C=C(C2C2=CC(=CC=C2)C(F)(F)F)CC2=CC=CC1=CC=CC=C21)=O)(=O)=O